C1(CC1)N1N=CC(=C1)C=1C=C(C=CC1)N(C(=O)[C@@H]1CC[C@H](CC1)C(=O)OC)C[C@@H]1CC[C@H](CC1)C1=NC(=C(C=C1)OC)C trans-Methyl 4-((3-(1-cyclopropyl-1H-pyrazol-4-yl)phenyl)((trans-4-(5-methoxy-6-methylpyridin-2-yl)cyclohexyl) methyl)carbamoyl)cyclohexanecarboxylate